ethyl 6-(1-(4-(trifluoromethyl)benzyl)-1H-pyrazole-4-carbonyl)-2-(1-(trifluoromethyl)cyclopropane-1-carbonyl)-2,6-diazaspiro[3.4]octane-8-carboxylate FC(C1=CC=C(CN2N=CC(=C2)C(=O)N2CC3(CN(C3)C(=O)C3(CC3)C(F)(F)F)C(C2)C(=O)OCC)C=C1)(F)F